BrC1=CC=C(C=C1)CCC(=O)N1CCN(CC1)C(C1=CN=C(C=C1)OC)=O 3-(4-bromophenyl)-1-(4-(6-methoxynicotinoyl)piperazin-1-yl)propan-1-one